methyl (6-((5,5-difluoro-2-oxopiperidin-3-yl)methyl)-2-((S)-(4,4-difluorocyclohexyl)(1-ethyl-1H-pyrazole-5-carboxamido)methyl)imidazo[1,2-b]pyridazin-7-yl)carbamate FC1(CC(C(NC1)=O)CC=1C(=CC=2N(N1)C=C(N2)[C@@H](NC(=O)C2=CC=NN2CC)C2CCC(CC2)(F)F)NC(OC)=O)F